C(#N)[C@@]1(CCOC2=CC=C(C=C12)C(=O)O)C (4R)-4-cyano-4-methyl-chroman-6-carboxylic acid